2-cyclobutyl-N-(3-(5-fluoropyrimidin-2-yl)-4-methylphenyl)-3-(pyrimidin-2-yl)propanamide C1(CCC1)C(C(=O)NC1=CC(=C(C=C1)C)C1=NC=C(C=N1)F)CC1=NC=CC=N1